α-cyanoethylacrylonitrile C(#N)C(C)C(C#N)=C